FC(C1=C(C=NC=C1)C(=O)OCC)(F)F ethyl 4-(trifluoromethyl)-3-pyridinecarboxylate